2-(5-(Piperazin-1-ylmethyl)thiophen-2-yl)-8-(trifluoromethoxy)dibenzo[b,f][1,4]oxazepin-11(10H)-one N1(CCNCC1)CC1=CC=C(S1)C=1C=CC2=C(C(NC3=C(O2)C=CC(=C3)OC(F)(F)F)=O)C1